tert-butyl-2-(3-chloropyridin-4-yl)-1,7-naphthyridin-4-amine C(C)(C)(C)C=1C(=NC2=CN=CC=C2C1N)C1=C(C=NC=C1)Cl